C(CCCCCCCCCCC)(=O)[O-].C[Sn+2]C.C[Sn+2]C.C(CCCCCCCCCCC)(=O)[O-].C(CCCCCCCCCCC)(=O)[O-].C(CCCCCCCCCCC)(=O)[O-] didimethyl-tin laurate